6-isopropoxy-1H-indene C(C)(C)OC1=CC=C2C=CCC2=C1